N[C@@H](CCCCNC(OC(C)(C)C)=O)C1=NC(=NO1)C1=CC=C(C=C1)CCCCCCCCCC tert-butyl (s)-(5-amino-5-(3-(4-decylphenyl)-1,2,4-oxadiazol-5-yl)pentyl)carbamate